3-(2-fluoro-5-(2-morpholinoethoxy)phenyl)isonicotinic acid FC1=C(C=C(C=C1)OCCN1CCOCC1)C1=C(C(=O)O)C=CN=C1